5-(cis-4-(tert-Butoxycarbonyl)-4-methylcyclohexyl)-1-methyl-4,5,6,7-tetrahydro-1H-imidazo[4,5-c]pyridine-2-carboxylic acid methyl ester COC(=O)C=1N(C2=C(CN(CC2)C2CCC(CC2)(C)C(=O)OC(C)(C)C)N1)C